C(#C)C1=C(OC2=C(C=3N=C(N=CC3C(=N2)N2[C@H](CC2)C)OC[C@]23CCCN3C[C@@H](C2)F)F)C(=CC=C1)C1NCCC1 7-(2-ethynyl-6-(pyrrolidin-2-yl)phenoxy)-8-fluoro-2-(((2R,7aS)-2-fluorotetrahydro-1H-pyrrolizin-7a(5H)-yl)methoxy)-5-((S)-2-methylazetidin-1-yl)pyrido[4,3-d]pyrimidine